C(CCCCCCCCCCC)[NH+](CCC)[O-] lauryl-propyl-amine oxide